5-[({1-[2-Fluoro-4-(trifluoromethyl)phenyl]cyclopropyl}carbonyl)amino]-2-[4-(trifluoromethyl)-1H-pyrazol-1-yl]benzoic acid FC1=C(C=CC(=C1)C(F)(F)F)C1(CC1)C(=O)NC=1C=CC(=C(C(=O)O)C1)N1N=CC(=C1)C(F)(F)F